C(C1=CC=CC=C1)OC1CC(C1)(O)C 3-benzyloxy-1-methyl-cyclobutanol